1-cyclopropyl-5-(4,4,5,5-tetramethyl-1,3,2-dioxaborolan-2-yl)-1H-pyrazolo[3,4-b]pyridine C1(CC1)N1N=CC=2C1=NC=C(C2)B2OC(C(O2)(C)C)(C)C